(4-((4,4-difluorocyclohexyl)amino)-6-((1-pivaloylazetidin-3-yl)oxy)pyrimidin-2-yl)-1H-pyrazole-3-carbaldehyde FC1(CCC(CC1)NC1=NC(=NC(=C1)OC1CN(C1)C(C(C)(C)C)=O)N1N=C(C=C1)C=O)F